(Ra)-N-[6-(5-chloro-1,3-benzothiazol-2-yl)spiro[3.3]heptan-2-yl]-2-methylsulfonyl-pyridine-4-carboxamide ClC=1C=CC2=C(N=C(S2)C2CC3(CC(C3)NC(=O)C3=CC(=NC=C3)S(=O)(=O)C)C2)C1